4-{(S)-2-[(S)-2-(Methoxycarbonyl)-3-phenylpropanamido]-2-[2-(thiophen-2-yl)thiazol-4-yl]ethyl}phenylsulfamic acid COC(=O)[C@H](C(=O)N[C@@H](CC1=CC=C(C=C1)NS(O)(=O)=O)C=1N=C(SC1)C=1SC=CC1)CC1=CC=CC=C1